ClC=1C(=CC2=C(N(C(NC2=O)=O)C=2C(=NC=CC2C)C(C)C)N1)F 7-chloro-6-fluoro-1-(2-isopropyl-4-methyl-3-pyridyl)pyrido[2,3-d]pyrimidine-2,4-dione